COC1=CC=C2C(=CC(OC2=C1)=O)C[C@H](N)C(=O)O β-(7-methoxy-coumarin-4-yl)-L-alanine